3-Cyclohexyl-2,5-dimethyl-hexan-3-ol C1(CCCCC1)C(C(C)C)(CC(C)C)O